NC1=NC=CC=C1C1=NN=C2N1C(=NC=C2)NCC2=C(C=CC1=C2CCO1)F (2-aminopyridin-3-yl)-N-((5-fluoro-2,3-dihydrobenzofuran-4-yl)methyl)-[1,2,4]triazolo[4,3-c]pyrimidin-5-amine